C(C)N(C1=C2N=CNC2=NC=N1)CC N,N-diethyl-9H-purin-6-amine